C[C@@H]([C@@H](C(=O)O)NC(=O)OC(C)(C)C)OCC1=CC=CC=C1 O-benzyl-N-(tert-butoxycarbonyl)-L-allothreonine